hepta-5,6-dien-3-ol CCC(CC=C=C)O